N-(3-methylpyridin-2-yl)-3-(phenylsulfonamido)benzamide CC=1C(=NC=CC1)NC(C1=CC(=CC=C1)NS(=O)(=O)C1=CC=CC=C1)=O